C1(=CC=CC=C1)C(CCC1=CC=CC=C1)(O)O 1,3-diphenyl-propanediol